3,3-difluorocyclobutan FC1(CCC1)F